O(C1=CC=CC=C1)CC=O 2-phenoxyacetaldehyde